BrC=1C=C(C=C2CN(C(C12)=O)C1C(NC(CC1)=O)=O)OC 3-(7-bromo-5-methoxy-1-oxoisoindolin-2-yl)piperidine-2,6-dione